Cl.CN(C)CCCN dimethylaminopropylamine hydrochloride